magnesium tetrakis(pentafluoro-phenyl)borate FC1=C(C(=C(C(=C1[B-](C1=C(C(=C(C(=C1F)F)F)F)F)(C1=C(C(=C(C(=C1F)F)F)F)F)C1=C(C(=C(C(=C1F)F)F)F)F)F)F)F)F.[Mg+2].FC1=C(C(=C(C(=C1[B-](C1=C(C(=C(C(=C1F)F)F)F)F)(C1=C(C(=C(C(=C1F)F)F)F)F)C1=C(C(=C(C(=C1F)F)F)F)F)F)F)F)F